CC1=C(C1)COC(=O)NCCCC[C@H](N)C(=O)O N6-(((2-methylcyclopropenyl)methoxy)carbonyl)-lysine